4-thioacetyl-styrene C(C)(=S)C1=CC=C(C=C)C=C1